(S)-7-(3-chloro-2-(2-fluorobenzyl)-7-oxo-2,4,5,7-tetrahydro-6H-pyrazolo[3,4-c]pyridin-6-yl)-2-cyclopropyl-9-methyl-6,7-dihydro-oxazolo[5',4':4,5]benzo[1,2-b][1,4]oxazepin-8(9H)-one ClC=1N(N=C2C(N(CCC21)[C@@H]2C(N(C1=C(OC2)C=C2C(=C1)OC(=N2)C2CC2)C)=O)=O)CC2=C(C=CC=C2)F